[OH-].[Na+].[Cl-].C(CCC)[N+](C)(C)C butyl-trimethyl-ammonium chloride sodium hydroxide